[(3E,4R)-3-ethylidene-1-(4-methoxybenzyl)piperidin-4-yl](5-methoxy-1H-indol-2-yl)methanone C(/C)=C/1\CN(CC[C@H]1C(=O)C=1NC2=CC=C(C=C2C1)OC)CC1=CC=C(C=C1)OC